C(#N)C=1C=C(C=CC1)C=1N=C(SC1C1=CC(=NC(=C1)C)C(C)(C)O)NC(=O)N1CC2(C1)COCC2 N-[4-(3-Cyanophenyl)-5-[2-(1-hydroxy-1-methyl-ethyl)-6-methyl-4-pyridyl]thiazol-2-yl]-6-oxa-2-azaspiro[3.4]octane-2-carboxamide